(2R,3R,7S)-7-(bromomethyl)-7-methyl-2,3-diphenyl-1,4-naphthyridine BrC[C@]1(CC=C2N=C(C(=NC2=C1)C1=CC=CC=C1)C1=CC=CC=C1)C